tert-Butyl (3S,4R)-3-methyl-4-[[5-(trifluoromethoxy)-2-pyridyl]amino]piperidine-1-carboxylate C[C@H]1CN(CC[C@H]1NC1=NC=C(C=C1)OC(F)(F)F)C(=O)OC(C)(C)C